CN1C(N=CC=C1)C N,2-dimethylpyrimidine